6-(2-(6-methylpyridin-2-yl)-5,6,7,8-tetrahydroimidazo[1,2-a]pyrazin-3-yl)-3-(1H-pyrazol-4-yl)quinoline CC1=CC=CC(=N1)C=1N=C2N(CCNC2)C1C=1C=C2C=C(C=NC2=CC1)C=1C=NNC1